FC1=CC(=C(OC2=NC=C(C(=C2C(=O)N)C)C(F)(F)F)C=C1)C 2-(4-fluoro-2-methyl-phenoxy)-4-methyl-5-(trifluoromethyl)pyridine-3-carboxamide